[Li].[Co] cobalt lithium salt